C(C1=CC=CC=C1)[C@@H]1NC(OC1)=O (4S)-4-benzyl-oxazolidin-2-one